OC1=C(C=C2C(NC(NC2=O)=S)=O)C=CC=C1 5-(2-Hydroxybenzylidene)-2-thioxodihydropyrimidine-4,6(1H,5H)-dione